8-Amino-3-cyclopropyl-5-(4-(1-hydroxyethyl)phenyl)-6-oxo-pyrido[3,2-b]pyrazine-3-carboxylic acid methyl ester COC(=O)C1(N=C2C(=NC1)C(=CC(N2C2=CC=C(C=C2)C(C)O)=O)N)C2CC2